F[C@@H]1C[C@H](N(C1)C(CC1=CN=NN1)=O)C(=O)N[C@H](C1=CC=CC=C1)C1=CC(=C(C=C1)C1(CCC1)C)F (2S,4R)-4-fluoro-N-[(R)-[3-fluoro-4-(1-methylcyclobutyl)phenyl](phenyl)methyl]-1-[2-(1H-1,2,3-triazol-5-yl)acetyl]pyrrolidine-2-carboxamide